NC1=C(C(=O)OC)C=C(C=N1)C=1C=C2COC3(CCN(CC3)C(C)C)C2=CC1 Methyl 2-amino-5-(1'-isopropyl-3H-spiro[isobenzofuran-1,4'-piperidin]-5-yl)nicotinate